(R)-N-(3-(difluoromethyl)-1-(1-(1-(2-hydroxypropionyl)piperidin-4-yl)azetidin-3-yl)-1H-pyrazol-4-yl)-6-(1H-pyrazol-3-yl)-2-pyridineamide FC(C1=NN(C=C1NC(=O)C1=NC(=CC=C1)C1=NNC=C1)C1CN(C1)C1CCN(CC1)C([C@@H](C)O)=O)F